Tert-butyl ((S)-1-((2S,4R)-2-((4-ethynyl-2-fluorobenzyl)carbamoyl)-4-hydroxypyrrolidin-1-yl)-3,3-dimethyl-1-oxobutan-2-yl)carbamate C(#C)C1=CC(=C(CNC(=O)[C@H]2N(C[C@@H](C2)O)C([C@H](C(C)(C)C)NC(OC(C)(C)C)=O)=O)C=C1)F